C(C)(C)OC(=O)[C@@H]1C[C@H](CCC1)OC1=NC=C(N=C1)C=1N=NN(C1CN=[N+]=[N-])C.C(#N)C=1C=CC2=CC3=CC=C(C=C3N=C2C1)N(C)C 3-Cyano-6-(dimethylamino)acridine isopropyl-(1S,3S)-3-((5-(5-(azidomethyl)-1-methyl-1H-1,2,3-triazol-4-yl)pyrazin-2-yl)oxy)cyclohexane-1-carboxylate